[Li].BrC=1C=C(C=CC1)C1=CN=C(O1)C(=O)O 5-(3-Bromophenyl)oxazole-2-carboxylic acid lithium